CC1=NN2C(C=C(C=C2)C(C)O)=C1 1-(2-methylpyrazolo[1,5-a]pyridin-5-yl)ethan-1-ol